7-((6-((3aR,6aR)-hexahydro-pyrrolo[3,4-b]pyrrol-1(2H)-yl)-4-methoxypyridin-2-yl)amino)-4-(1-methyl-1H-pyrrolo[2,3-b]pyridin-4-yl)-2,3-dihydro-1H-pyrrolo[3,4-c]pyridin-1-one N1([C@@H]2[C@H](CC1)CNC2)C2=CC(=CC(=N2)NC=2C1=C(C(=NC2)C2=C3C(=NC=C2)N(C=C3)C)CNC1=O)OC